FC(C1(CC1)N1N=NC(=C1)[C@H](C1=CC=CC2=C1N(N=N2)C)NC=2C=C1C(=C(C=NC1=C(C2)C#N)C#N)NCC(C)(C)C)F (S)-6-(((1-(1-(difluoromethyl)cyclopropyl)-1H-1,2,3-triazol-4-yl)(1-methyl-1H-benzo[d][1,2,3]triazol-7-yl)methyl)amino)-4-(neopentylamino)quinoline-3,8-dicarbonitrile